O1C2=C(C=CC1)C=CC=C2 2H-benzo[b]pyrane